C(C)(C)(C)OC(=O)NCCS(=O)(=O)C1=CC=C(C(=O)O)C=C1 4-((2-((tert-butoxycarbonyl)amino)ethyl)sulfonyl)benzoic acid